(4-(((1-methylpiperidin-4-yl)oxy)methyl)phenyl)methylamine CN1CCC(CC1)OCC1=CC=C(C=C1)CN